methyl (Z)-1-(4-amino-2-fluorobut-2-en-1-yl)-4-(3-(methylsulfonyl)phenyl)-1H-benzo[d]imidazol-6-carboxylate NC\C=C(\CN1C=NC2=C1C=C(C=C2C2=CC(=CC=C2)S(=O)(=O)C)C(=O)OC)/F